BrC1=CC(=C(C=C1O)N1C(NC(=CC1=O)C(F)(F)F)=O)F 3-(4-bromo-2-fluoro-5-hydroxyphenyl)-6-(trifluoromethyl)pyrimidine-2,4(1H,3H)-dione